3-nitro-undecanedioic acid dimethyl ester COC(CC(CCCCCCCC(=O)OC)[N+](=O)[O-])=O